1-(4-methoxyphenyl)cyclooctan-1-ol tert-butyl-1-(4-(allyloxy)-2-hydroxy-3,3-dimethyl-4-oxobutyl)-6,6-difluorotetrahydro-1H-pyrrolo[3,2-c]isoxazole-4(5H)-carboxylate C(C)(C)(C)C1C2C(N(O1)CC(C(C(=O)OCC=C)(C)C)O)C(CN2C(=O)OC2(CCCCCCC2)C2=CC=C(C=C2)OC)(F)F